C(\C(\C)=C/C)(=O)OC(\C(\C)=C/C)=O angelic anhydride